FC1=C(CNC(OCC2=CC(=C(C=3CCOC32)C3C(NC(CC3)=O)=O)F)=O)C=C(C=C1)OC(F)(F)F (4-(2,6-dioxopiperidin-3-yl)-5-fluoro-2,3-dihydrobenzofuran-7-yl)methyl (2-fluoro-5-(trifluoromethoxy)benzyl)carbamate